COC1=C(C=C(C=C1)OC)C(CC(C=O)C)(CC=C(C)C)C 4-(2,5-Dimethoxyphenyl)-2,4,7-trimethyloct-6-enal